FC(OC1=CC(=NN1)NC1=CN=CC(=N1)NC1CCN(CC1)C(=O)OC(C)(C)C)F tert-butyl 4-((6-((5-(difluoromethoxy)-1H-pyrazol-3-yl)amino)pyrazin-2-yl)amino)piperidine-1-carboxylate